BrC1=C(C=CC=C1)NC(C1=CC(=CC=C1)OC)=S N-(2-Bromophenyl)-3-methoxythiobenzamide